7-[(2S)-1-methoxypropan-2-yl]-2-[[3-(oxetan-3-yloxy)-1-(methyl-d3)pyrazol-4-yl]amino]pyrrolo[2,3-d]pyrimidine-6-carbonitrile COC[C@H](C)N1C(=CC2=C1N=C(N=C2)NC=2C(=NN(C2)C([2H])([2H])[2H])OC2COC2)C#N